FC(C=O)(F)F trifluoroethan-1-one